CC1N2C(C3=C(CC1)C=C(C=C3)CO)=NC(=C2)C(F)(F)F [5-methyl-2-(trifluoromethyl)-6,7-dihydro-5H-imidazo[2,1-a][2]benzazepin-9-yl]methanol